NC1=C(C=C(C=N1)C=1N=C(N(C1)C12CC(C1)(C2)N2CCC(CC2)(F)F)[C@@H](C(F)(F)F)O)OC(F)(F)F (S)-1-(4-(6-amino-5-(trifluoromethoxy)pyridin-3-yl)-1-(3-(4,4-difluoropiperidin-1-yl)bicyclo[1.1.1]Pentane-1-yl)-1H-imidazol-2-yl)-2,2,2-trifluoroethanol